(3R,4R,5S)-5-fluoro-1-[4-({8-[(2R,3S)-3-(methanesulfonylmeth-yl)-2-methylazetidin-1-yl]-5-(propan-2-yl)isoquinolin-3-yl}amino)pyrimidin-2-yl]-4-methoxypiperidin-3-ol F[C@@H]1[C@@H]([C@@H](CN(C1)C1=NC=CC(=N1)NC=1N=CC2=C(C=CC(=C2C1)C(C)C)N1[C@@H]([C@H](C1)CS(=O)(=O)C)C)O)OC